C(CC1=CC=CC=C1)OC1=NC=CC(=C1)C1=CC=2C(=NC=CC2C=2C=C3C(=NNC3=CC2)N)N1 5-(2-(2-phenethoxypyridin-4-yl)-1H-pyrrolo[2,3-b]pyridin-4-yl)-1H-indazol-3-amine